tert-butyl 4,4-difluoro-2-((2-(3-fluoro-5-nitropyridin-2-yl)hydrazineyl)(imino)methyl)pyrrolidine-1-carboxylate FC1(CC(N(C1)C(=O)OC(C)(C)C)C(=N)NNC1=NC=C(C=C1F)[N+](=O)[O-])F